2-(2-(cyclopropanesulfonylamino)thiazol-4-yl)-N-(4-(6-methoxypyridin-2-yl)phenyl)-2-methylpropanamide C1(CC1)S(=O)(=O)NC=1SC=C(N1)C(C(=O)NC1=CC=C(C=C1)C1=NC(=CC=C1)OC)(C)C